2-(4-isopropylbenzyl)-2-(dimethylamino)-1-(4-morpholinophenyl)butan-1-one C(C)(C)C1=CC=C(CC(C(=O)C2=CC=C(C=C2)N2CCOCC2)(CC)N(C)C)C=C1